COC1=C(C(=O)N2CCN(CC2)C(CN(CCOCCOCCOCCOCCOCCNC(OC(C)(C)C)=O)C2=CC(=CC=C2)C)=O)C=CC=C1OC tert-butyl N-{20-[4-(2,3-dimethoxybenzoyl)piperazin-1-yl]-18-(3-methylphenyl)-20-oxo-3,6,9,12,15-pentaoxa-18-azaicosan-1-yl}carbamate